N1=C(C=CC=C1)C1(CCC1)NC(=O)C=1C2=CC=CC2=CC1 pentalene-4-carboxylic acid (1-pyridin-2-yl-cyclobutyl)-amide